4-iodo-N-((1R)-9-methyl-9-azabicyclo[3.3.1]nonan-3-yl)-1H-pyrrole-2-carboxamide IC=1C=C(NC1)C(=O)NC1C[C@H]2CCCC(C1)N2C